methyl 2-(methylamino)benzoate (DIMETHYL ANTHRANILATE) CN(C=1C(C(=O)O)=CC=CC1)C.CNC1=C(C(=O)OC)C=CC=C1